(R)-tert-Butyl 2-chloro-6-methyl-3-(4-(methylcarbamoyl) phenyl)-4-oxo-3,4,5,6-tetrahydropyrido[3,4-d]pyrimidine-7(8H)-carboxylate ClC=1N(C(C2=C(N1)CN([C@@H](C2)C)C(=O)OC(C)(C)C)=O)C2=CC=C(C=C2)C(NC)=O